O[C@H]1[C@H](O)[C@@H](O)[C@@H](O1)[C@H](O)CO β-D-galactofuranos